ClC1=CN=CC(=N1)OC1CC2(CN(C2)C(=O)OC(C)(C)C)C1 tert-butyl 6-((6-chloropyrazin-2-yl)oxy)-2-azaspiro[3.3]heptane-2-carboxylate